P(=O)([O-])([O-])[O-].[Na+].[La+3] Lanthanum sodium phosphate